CC1=NOC(=C1C=1C=C(C=CC1OCCN1C[C@H](CC1)O)NC(=O)C1CC1)C (S)-N-(3-(3,5-dimethylisoxazol-4-yl)-4-(2-(3-hydroxypyrrolidin-1-yl)ethoxy)phenyl)cyclopropanecarboxamide